(1S,3R,4R)-3-cyclohexyl-4-(4-(4-(dimethoxymethyl)piperidin-1-yl)phenyl)-1-methylisochroman-7-ol C1(CCCCC1)[C@H]1O[C@H](C2=CC(=CC=C2[C@H]1C1=CC=C(C=C1)N1CCC(CC1)C(OC)OC)O)C